BrC=1C=CC=2N(C3=CC=CC=C3C2C1)C1=CC=C(C=C1)C=C 3-bromo-9-(4-vinylphenyl)-9H-carbazole